1-(cyclopropylmeth-yl)-N-(5-morpholino-quinolin-8-yl)-1H-imidazole-5-sulfonamide C1(CC1)CN1C=NC=C1S(=O)(=O)NC=1C=CC(=C2C=CC=NC12)N1CCOCC1